C1(=CC=C(C=C1)NC(CNC1=C(C(=O)NCC=2OC=CC2)C=CC=C1)=O)C1=CC=CC=C1 2-((2-([1,1'-biphenyl]-4-ylamino)-2-oxoethyl)amino)-N-(furan-2-ylmethyl)benzamide